N[C@@H](CC1=CNC2=CC=CC=C12)C(=O)N[C@@H](CC1=CC=C(C=C1)O)C(=O)O tryptophanyl-tyrosine